BrC=1C(=C2C=3C(=NC(=NC3C1F)OCC1(CC1)CNC)N(CCO2)CCCCC=O)Cl 5-(9-bromo-8-chloro-10-fluoro-2-((1-((methylamino)methyl)cyclopropyl)methoxy)-5,6-dihydro-4H-[1,4]oxazepino[5,6,7-de]quinazolin-4-yl)pentanal